N-cyclohexyl-N2-{[1-({3,4-difluoro-2-[(2-fluoro-4-iodophenyl)amino]phenyl}carbonyl)-3-hydroxyazetidin-3-yl]methyl}-2-methylalaninamide acetate salt C(C)(=O)O.C1(CCCCC1)NC(C(NCC1(CN(C1)C(=O)C1=C(C(=C(C=C1)F)F)NC1=C(C=C(C=C1)I)F)O)(C)C)=O